C(C)OC(C(C(=O)OCC)F)=O.IC1=CC=C(C=C1)S(=O)(=O)NC1=C(C(=O)NC23CC(C2)(C3)C(F)(F)F)C=CC(=C1)C(F)(F)F 2-((4-iodophenyl)sulphonamido)-4-(trifluoromethyl)-N-(3-(trifluoromethyl)bicyclo[1.1.1]pentan-1-yl)benzamide diethyl-2-fluoromalonate